(1S,2S)-2-((tert-butoxycarbonyl)amino)-5-oxocyclohexane-1-carboxylic acid ethyl ester C(C)OC(=O)[C@@H]1[C@H](CCC(C1)=O)NC(=O)OC(C)(C)C